methyl 2-bromo-5-morpholinobenzoate BrC1=C(C(=O)OC)C=C(C=C1)N1CCOCC1